FC(COC1=C(C(=CC=C1)C(F)(F)F)S(=O)(=O)Cl)F 2-(2',2'-difluoroethoxy)-6-trifluoromethylbenzenesulfonyl chloride